N-(2-aminophenyl)-4-[[[4-[(4-methoxyphenyl)amino]pyrrolo[2,1-f][1,2,4]triazin-2-yl]amino]methyl]benzamide NC1=C(C=CC=C1)NC(C1=CC=C(C=C1)CNC1=NN2C(C(=N1)NC1=CC=C(C=C1)OC)=CC=C2)=O